(R)-3-acetylamino-4-(tert-butoxy)-4-oxobutanoic acid C(C)(=O)N[C@H](CC(=O)O)C(=O)OC(C)(C)C